O=C1CC2(C1)CN(C2)C2=NC=CC(=N2)COC2=CC=C(C=C2)C(C)(C)C2=CC=C(OC1CCN(CC1)C(=O)[O-])C=C2 4-(4-(2-(4-((2-(2-oxo-6-azaspiro[3.3]heptane-6-yl)pyrimidine-4-yl)methoxy)phenyl)propan-2-yl)phenoxy)piperidine-1-carboxylate